2-{4'-bromo-2'-oxo-1',2'-dihydrospiro[azetidine-3,3'-indole]-1'-yl}-N-(2,2,2-Trifluoroethyl)acetamide BrC1=C2C3(C(N(C2=CC=C1)CC(=O)NCC(F)(F)F)=O)CNC3